5-(3-morpholino-5-((tetrahydrofuran-3-yl)sulfonyl)phenyl)-4-(trifluoromethyl)pyridin-2-amine O1CCN(CC1)C=1C=C(C=C(C1)S(=O)(=O)C1COCC1)C=1C(=CC(=NC1)N)C(F)(F)F